4-chloro-7-fluoro-6-methoxy-2-(2-(methoxymethyl)-7-methylquinoxalin-5-yl)benzo[d]Thiazole ClC1=CC(=C(C2=C1N=C(S2)C2=C1N=CC(=NC1=CC(=C2)C)COC)F)OC